C1(C(CC=CC1)C(=O)OCC)C(=O)OCC diethyl cyclohex-4-ene-1,2-dicarboxylate